CCOC(C(CO)O)OCC DL-glyceraldehyde diethyl acetal